2-(4-bromophenyl)xanthone BrC1=CC=C(C=C1)C1=CC=2C(C3=CC=CC=C3OC2C=C1)=O